ClC1=NC=C(C(=N1)C1=CNC2=CC(=CC=C12)S(=O)(=O)N(C)C)C(F)(F)F 3-[2-chloro-5-(trifluoromethyl)pyrimidin-4-yl]-N,N-dimethyl-1H-indole-6-sulfonamide